C(C)N1C(N(C2=C(C1=O)C(=C(S2)C(=O)OCC)C)CCC2=CC=CC=C2)=O ethyl 3-ethyl-5-methyl-2,4-dioxo-1-(2-phenylethyl)-1H,2H,3H,4H-thieno[2,3-d]pyrimidine-6-carboxylate